NCCCO[Si](OC)(C)CCCN (aminoethyl)-γ-aminopropyl-methyldimethoxysilane